C(C)(C)(C)NC([C@H](C)N(C=1C2=C(N=C(N1)C1=NC=CC=C1)CCC2)C)=O (2S)-N-tert-butyl-2-{methyl[2-(pyridin-2-yl)-5H,6H,7H-cyclopenta[d]pyrimidin-4-yl]amino}propanamide